COC=1C=C2CCN(CC2=CC1NC1=NC=C2C(=N1)N(N=C2)CCNS(=O)(=O)C)C N-[2-[6-[(6-methoxy-2-methyl-3,4-dihydro-1H-isoquinolin-7-yl)amino]pyrazolo[3,4-d]pyrimidin-1-yl]ethyl]methanesulfonamide